C1(=CC=CC=C1)C1=NNC2=NC=CC(=C21)C=2C=C(C(=O)N)C=CC2 3-(3-phenyl-1H-pyrazolo[3,4-b]pyridin-4-yl)benzamide